O1CCC(CC1)C(=O)O[C@H]1[C@H](NC[C@@H]1O)CC1=CC=C(C=C1)OC (2R,3S,4S)-4-hydroxy-2-[(4-methoxyphenyl)methyl]pyrrolidin-3-yl oxane-4-carboxylate